3,3,7-trichloro-2-oxoindoline-5-sulfonyl chloride ClC1(C(NC2=C(C=C(C=C12)S(=O)(=O)Cl)Cl)=O)Cl